tert-pentyl pivalate C(C(C)(C)C)(=O)OC(C)(C)CC